5-((4-(Cyclobutanesulfonimidoyl)benzyl)oxy)-2-(isoindolin-2-ylmethyl)-4H-pyran-4-one C1(CCC1)S(=O)(=N)C1=CC=C(COC=2C(C=C(OC2)CN2CC3=CC=CC=C3C2)=O)C=C1